C(#N)C1=CC(=CC=2N=C(OC21)C=2C(=C(C=CC2)C2=C(C(=CC=C2)NC=2N=CC=C1C=C(C=NC21)CN2C[C@@H](CC2)O)C)C)CN2CCCC2 (R)-1-((7-cyano-2-(3'-(3-(((R)-3-hydroxypyrrolidin-1-yl)methyl)-1,7-naphthyridin-8-ylamino)-2,2'-dimethylbiphenyl-3-yl)benzo[d]oxazol-5-yl)methyl)pyrrolidin